FC(F)(F)[NH2+]CC1=CC=CC=C1 trifluoromethylbenzylammonium